2-[4-({(2-Methoxybenzyl)[1-(tetrahydro-2H-pyran-2-yl)-1H-indazol-6-yl]amino}carbonyl)-1,5-dimethyl-1H-pyrrol-2-yl]-4-nitrobenzoic acid COC1=C(CN(C(=O)C=2C=C(N(C2C)C)C2=C(C(=O)O)C=CC(=C2)[N+](=O)[O-])C2=CC=C3C=NN(C3=C2)C2OCCCC2)C=CC=C1